4-methyl-5-((2R,6S)-6-methyl-4-((1-(5-(methylsulfonyl)pyridin-2-yl)-1H-pyrazol-4-yl)methyl)piperazin-2-yl)isobenzofuran-1(3H)-one CC1=C2COC(C2=CC=C1[C@H]1N[C@H](CN(C1)CC=1C=NN(C1)C1=NC=C(C=C1)S(=O)(=O)C)C)=O